N-Benzyl-N-(4-((4-((S)-(3-fluorophenyl)(hydroxy)methyl)-7-aza-bicyclo[2.2.1]heptan-1-yl)methyl)phenyl)methanesulfonamide C(C1=CC=CC=C1)N(S(=O)(=O)C)C1=CC=C(C=C1)CC12CCC(CC1)(N2)[C@@H](O)C2=CC(=CC=C2)F